O=C1NC(CCC1C1=COC2=C1C=C(C(=C2)C(C=O)=O)F)=O 2-[3-(2,6-dioxo-3-piperidyl)-5-fluoro-benzofuran-6-yl]-2-oxo-acetaldehyde